1-(4-(5-(Difluoromethyl)-1,3,4-oxadiazol-2-yl)-2-fluorobenzyl)-5,6-difluoro-3-(piperidin-4-yl)-1,3-dihydro-2H-benzo[d]imidazol-2-one FC(C1=NN=C(O1)C1=CC(=C(CN2C(N(C3=C2C=C(C(=C3)F)F)C3CCNCC3)=O)C=C1)F)F